NN(N)C1=C(C=CC=C1)B(O)O N,N-diaminoaminobenzeneboronic acid